6-bromo-2-methoxy-3-methylpyridine BrC1=CC=C(C(=N1)OC)C